1-benzyl-N-(4-bromo-2-(trifluoromethyl)benzyl)piperidine-4-carboxamide C(C1=CC=CC=C1)N1CCC(CC1)C(=O)NCC1=C(C=C(C=C1)Br)C(F)(F)F